(1R,5S,8S,9R,E)-5-hydroxy-bicyclo[6.1.0]non-3-ene-9-carboxylic acid ethyl ester C(C)OC(=O)[C@@H]1[C@H]2CC[C@@H](/C=C/C[C@@H]12)O